BrC=1C=C(C=CC1)C=1N=CNC(C1C#N)=O 4-(3-bromophenyl)-6-oxo-1,6-dihydropyrimidine-5-carbonitrile